propyl-1-(2,2,2-trifluoroacetyl)piperidine-4-sulfonamide C(CC)C1N(CCC(C1)S(=O)(=O)N)C(C(F)(F)F)=O